(2S,4R)-4-hydroxy-N-((S)-4-phenylbut-3-yn-2-yl)pyrrolidine-2-carboxamide O[C@@H]1C[C@H](NC1)C(=O)N[C@@H](C)C#CC1=CC=CC=C1